CS(=O)(=O)C1(CC1)C1=NSC(=N1)C(=O)O 3-(1-methanesulfonylcyclopropyl)-1,2,4-thiadiazole-5-carboxylic acid